(1r,3r)-3-(3-(6-((6-(methoxymethyl)-1,4-oxazepan-4-yl)methyl)-1-oxo-4-(trifluoromethyl)isoindolin-2-yl)phenyl)-3-((4-methyl-4H-1,2,4-triazol-3-yl)methyl)cyclobutane-1-carbonitrile COCC1CN(CCOC1)CC1=CC(=C2CN(C(C2=C1)=O)C=1C=C(C=CC1)C1(CC(C1)C#N)CC1=NN=CN1C)C(F)(F)F